perfluoro-2-methoxy-ethylvinyl ether FC(=C(C(C(OC(F)(F)F)(F)F)(F)F)F)OC(=C(F)C(C(F)(F)OC(F)(F)F)(F)F)F